3-(PYRAZIN-2-YL)BUTANAL N1=C(C=NC=C1)C(CC=O)C